C(CCCCC)S(=O)(=O)OC=1C=C(C=CC1)NC(=O)NC1=CC(=CC=C1)OS(=O)(=O)CCCCCC N,N'-di-[3-(hexanesulfonyloxy)phenyl]urea